1,3,4-trimethyl-2-ethylimidazolium CN1C(=[N+](C(=C1)C)C)CC